C(C(C)C)NCC[C@H]1CC[C@H]2[C@@H]3CC=C4CCCC[C@]4(C)[C@H]3CC[C@]12C α-isobutylamino-pregn-5-en